7-(2-(2-Bromo-4-nitrophenoxy)ethyl)-4,7-diazaspiro[2.5]octane-4-carboxylic acid tert-butyl ester C(C)(C)(C)OC(=O)N1C2(CC2)CN(CC1)CCOC1=C(C=C(C=C1)[N+](=O)[O-])Br